N1=C(C=CC=C1)C=1N=CC2=C(N1)CCC2 2-(pyridin-2-yl)-5H,6H,7H-cyclopenta[d]pyrimidin